3-(1-piperidinyl)benzoic acid N1(CCCCC1)C=1C=C(C(=O)O)C=CC1